NC1=NC(=C(C=2N1C(N(N2)CC=2C(=NC=CC2)N2N=CC=C2)=O)C2=CC(=NC(=C2)C)C)C2=CC=CC=C2 5-amino-8-(2,6-dimethyl-4-pyridyl)-7-phenyl-2-[(2-pyrazol-1-yl-3-pyridyl)methyl]-[1,2,4]triazolo[4,3-c]pyrimidin-3-one